(S)-quinuclidin-3-yl (5'-(3-(2-methoxyethoxy)phenyl)-1',3'-dihydrospiro[cyclopropane-1,2'-inden]-1'-yl)carbamate COCCOC=1C=C(C=CC1)C=1C=C2CC3(C(C2=CC1)NC(O[C@@H]1CN2CCC1CC2)=O)CC3